3-(4-(2-((3R,5R,8R,9R,10S,13S,14S,17S)-3-hydroxy-3,13-dimethylhexadecahydro-1H-cyclopenta[a]phenanthren-17-yl)-2-oxoethyl)-5-oxo-4,5-dihydro-1H-tetrazol-1-yl)benzonitrile O[C@@]1(CC[C@@H]2[C@H]3CC[C@@]4([C@H](CC[C@H]4[C@@H]3CC[C@@H]2C1)C(CN1N=NN(C1=O)C=1C=C(C#N)C=CC1)=O)C)C